C(C1=CC(C(=O)NCCCN(CCCCCCCCC(=O)OC(CC)CCCCC)CCCCCCCCC(=O)OC(CC)CCCCC)=CC=C1)(=O)NCCCN(CCCCCCCCC(=O)OC(CC)CCCCC)CCCCCCCCC(=O)OC(CC)CCCCC tetra(octan-3-yl) 9,9',9'',9'''-(((isophthaloylbis(azanediyl))bis(propane-3,1-diyl))bis(azanetriyl))tetranonanoate